C(CCC\C=C/C\C=C/C\C=C/C\C=C/CCCCC)(=O)OCCCCCCCCCCCCCCCCCC Stearyl arachidonate